3-(4-(4-(hydroxymethyl)-6-(trifluoromethyl)pyridin-3-yl)phenyl)-N-(4-(trifluoromethyl)phenyl)oxetan-3-carboxamide tert-butyl-furoate C(C)(C)(C)OC(=O)C=1OC=CC1.OCC1=C(C=NC(=C1)C(F)(F)F)C1=CC=C(C=C1)C1(COC1)C(=O)NC1=CC=C(C=C1)C(F)(F)F